beta-D-glucopyranosuronate O[C@H]1[C@H](O)[C@@H](O)[C@H](O)[C@H](O1)C(=O)[O-]